BrC=1C(=NC(=NC1)NC1=C(C=C(C(=C1)OC)N1CCC(CC1)N1CCN(CC1)C)C)NC=1C=CC=C2CCCC(C12)=O 8-((5-Bromo-2-((5-methoxy-2-methyl-4-(4-(4-methylpiperazin-1-yl)piperidin-1-yl)phenyl)Amino)pyrimidin-4-yl)amino)-3,4-dihydronaphthalen-1(2H)-one